C(C1=CC=CC=C1)N(C1CC2CNC(C=3C=CC=C1C23)=O)CC[C@]2(CCOC3(CCCC3)C2)C2=NC=CC=C2 5-(benzyl-(2-((R)-9-(pyridin-2-yl)-6-oxaspiro[4.5]decan-9-yl)ethyl)amino)-3,3a,4,5-tetrahydrocyclopenta[de]isoquinolin-1(2H)-one